C(C1=CC=CC=C1)(=O)OC1COCC1OC([2H])([2H])[2H] 4-(methoxy-d3)tetrahydrofuran-3-yl benzoate